(2-cyclopropoxy-4-fluorophenyl)(6-((1-methyl-3-(2-(trifluoromethyl)phenyl)-1H-pyrazol-5-yl)oxy)-2-azaspiro[3.3]heptan-2-yl)methanone C1(CC1)OC1=C(C=CC(=C1)F)C(=O)N1CC2(C1)CC(C2)OC2=CC(=NN2C)C2=C(C=CC=C2)C(F)(F)F